6-(1,2-benzoxazol-6-yl)-5-[4-[(3S)-1-(3-fluoropropyl)pyrrolidin-3-yl]oxyphenyl]-8,9-dihydro-7H-benzo[7]annulen-2-ol O1N=CC2=C1C=C(C=C2)C2=C(C1=C(CCC2)C=C(C=C1)O)C1=CC=C(C=C1)O[C@@H]1CN(CC1)CCCF